2'-chloro-4-(((3,5-difluoropyridin-2-yl)methyl)amino)-5',6-dimethyl-2H-[1,4'-bipyridin]-2-one ClC1=NC=C(C(=C1)N1C(C=C(C=C1C)NCC1=NC=C(C=C1F)F)=O)C